COCCO[C@H]1[C@@H](O[C@@H]([C@H]1O)CO)N1C=NC=2C(=O)NC(N)=NC12 O-(2-methoxyethyl)guanosine